C(C)(=O)O[C@@H]1COC2=C1C=C(C=C2S(NC2=C(C(=C(C=C2)F)C=2C=C1C=NC(=NC1=C(C2)CC)NC2CCC(CC2)N)F)(=O)=O)Cl (3S)-5-chloro-7-{[3-(8-ethyl-2-{[(1r,4r)-4-aminocyclohexyl] amino} quinazolin-6-yl)-2,4-difluorophenyl] sulfamoyl}-2,3-dihydro-1-benzofuran-3-yl acetate